5-chloro-N-(2-fluoro-3-(7-(methylamino)-2-(methylthio)pyrido[2,3-d]pyrimidin-6-yl)phenyl)-2-methoxypyridine-3-sulfonamide ClC=1C=C(C(=NC1)OC)S(=O)(=O)NC1=C(C(=CC=C1)C1=CC2=C(N=C(N=C2)SC)N=C1NC)F